1-[4-methyl-3-[5-(morpholin-4-yl)-6-(oxan-4-yloxy)pyridin-3-yl]phenyl]-3-[1-(trifluoromethyl)pyrazol-4-yl]urea CC1=C(C=C(C=C1)NC(=O)NC=1C=NN(C1)C(F)(F)F)C=1C=NC(=C(C1)N1CCOCC1)OC1CCOCC1